2β,3β-epoxy-7-oxo-5β-cholanic acid methyl ester COC(CC[C@@H](C)[C@H]1CC[C@H]2[C@@H]3C(C[C@@H]4C[C@@H]5[C@H](C[C@]4(C)[C@H]3CC[C@]12C)O5)=O)=O